[K+].OC1=C(C(=O)[O-])C=C(C=C1)NCC1=C(C(=C(C(=C1F)F)C(F)(F)F)F)F 2-hydroxy-5-[2,3,5,6-tetrafluoro-4-(trifluoromethyl)benzylamino]benzoic acid potassium salt